CC=1N(C2=CC=CC=C2C1)C(=C)C1=CC=CC=C1 2-methyl-1-(1-phenylvinyl)-1H-indole